magnesium stearoyl fumarate C(\C=C\C(=O)[O-])(=O)OC(CCCCCCCCCCCCCCCCC)=O.[Mg+2].C(CCCCCCCCCCCCCCCCC)(=O)OC(\C=C\C(=O)[O-])=O